C(C)(C)(C)C1=CC=C(C=C1)C(C(Cl)(Cl)Cl)=O p-tert-butyl-trichloroacetophenone